ClC=1C=C(C=C(C1)Cl)C1(CC(=NO1)C1=CC(=C(C(=O)NS(=O)CC)C=C1)C)C(F)(F)F 4-(5-(3,5-dichlorophenyl)-5-(trifluoromethyl)-4,5-dihydroisoxazol-3-yl)-N-(ethylsulfinyl)-2-methylbenzamide